(19R)-22-amino-3-ethyl-16-fluoro-19-methyl-20-oxa-3,4,11,12,23-pentaazapentacyclo[19.3.1.02,6.08,12.013,18]pentacosa-1(24),2(6),4,8,10,13,15,17,21(25),22-decaene-10-carbonitrile NC=1C=2O[C@@H](C3=CC(=CC=C3N3N=C(C=C3CC=3C=NN(C3C(=CN1)C2)CC)C#N)F)C